FC1=C(C(=CC=C1)F)C1CCC2=NNC(N21)=O 5-(2,6-difluorophenyl)-2,5,6,7-tetrahydro-3H-pyrrolo[2,1-c][1,2,4]triazol-3-one